C(C)(=O)OCC(CC)OC ethyl-ethylene glycol monomethyl ether acetate